NC1=NN(C=C1C=1C=C2CCNC(C2=CC1)=O)C=1C=C(C=C(C1)N1CCOCC1)NC(C=C)=O N-(3-(3-amino-4-(1-oxo-1,2,3,4-tetrahydroisoquinolin-6-yl)-1H-pyrazol-1-yl)-5-morpholinophenyl)acrylamide